[O-2].[Fe+3].[Al+3].[O-2].[O-2] aluminum-iron(III) oxide